N1C(=CC=C1)\C=C\1/C(NC2=CC=CC=C12)=O (Z)-3-((1H-pyrrol-2-yl)methylene)indolin-2-one